C(C)(C)(C)OC(=O)N[C@H](C(=O)O)CC1=C(C(=CC=C1)C)F (S)-2-((tert-Butoxycarbonyl)amino)-3-(2-fluoro-3-methylphenyl)propanoic acid